C(CCCCCCCC)(=O)N[C@@H](C)C(=O)O N-nonanoyl-Alanine